6-(2-fluoropyridin-3-yl)phenyl(6-((3,5-bis(trifluoromethyl)phenyl)carbamoyl)picolinoyl)glycinate FC1=NC=CC=C1C1=CC=CC=C1N(CC(=O)[O-])C(C1=NC(=CC=C1)C(NC1=CC(=CC(=C1)C(F)(F)F)C(F)(F)F)=O)=O